C(C1=CC=CC=C1)OC1=CC(=C(C=O)C=C1)O 4-(benzyloxy)-2-hydroxybenzaldehyde